O=S1(N=C(C2=C1C=CC=C2)NC=2C=C(C=C(C(=O)O)C2)C(=O)O)=O 5-((1,1-dioxobenzo[d]isothiazol-3-yl)amino)isophthalic acid